(R)-3-(4-(((tert-butoxycarbonyl)amino)methyl)-1H-pyrazol-1-yl)pyrrolidine-1-carboxylic acid benzyl ester C(C1=CC=CC=C1)OC(=O)N1C[C@@H](CC1)N1N=CC(=C1)CNC(=O)OC(C)(C)C